N-(6-(4-(2-chloro-10H-phenothiazine-10-carbonyl)phenoxy)hexyl)-3-(5H-pyrido[4,3-b]indol-7-yl)propenamide ClC1=CC=2N(C3=CC=CC=C3SC2C=C1)C(=O)C1=CC=C(OCCCCCCNC(C=CC=2C=CC=3C4=C(NC3C2)C=CN=C4)=O)C=C1